4-(trifluoromethyl)-1-((2-(trimethylsilyl)ethoxy)methyl)-1H-pyrrole-3-carbonyl chloride FC(C=1C(=CN(C1)COCC[Si](C)(C)C)C(=O)Cl)(F)F